2-(5-cyclopropyl-3-(difluoromethyl)-1H-pyrazol-1-yl)acetamide C1(CC1)C1=CC(=NN1CC(=O)N)C(F)F